tert-butyl (S)-4-[(3-cyanophenyl)phenylmethyl]-3-(hydroxymethyl)-1-piperazinecarboxylate C(#N)C=1C=C(C=CC1)C(N1[C@@H](CN(CC1)C(=O)OC(C)(C)C)CO)C1=CC=CC=C1